F[C@@H]1CN(CC[C@@H]1NC1=NN2C(C(=N1)OC)=C(C=C2[2H])C=2C=CC1=C(N(N=N1)CCF)C2)C2COC2 N-((3R,4S)-3-fluoro-1-(oxetan-3-yl)piperidin-4-yl)-5-(1-(2-fluoroethyl)-1H-benzo[d][1,2,3]triazol-6-yl)-4-methoxypyrrolo[2,1-f][1,2,4]triazin-7-d-2-amine